methyl [(2S,5R)-4-benzyl-5-methyl-3,6-dioxopiperazin-2-yl]acetate C(C1=CC=CC=C1)N1C([C@@H](NC([C@H]1C)=O)CC(=O)OC)=O